FC1=CC=C(C=C1)N1C(=NN=C1C=1OC=CC1)SCC(=O)NN=CC1=CC=C(C=C1)F 2-[[4-(4-Fluorophenyl)-5-(furan-2-yl)-4H-1,2,4-triazol-3-yl]sulfanyl]-N'-[(4-fluorophenyl)methylidene]acetohydrazide